[[3-(Benzyloxy)phenyl]azanediyl]bis(ethane-2,1-diyl)diacetate C(C1=CC=CC=C1)OC=1C=C(C=CC1)N(CCCC(=O)[O-])CCCC(=O)[O-]